methyl 5-hydroxy-2-oxo-1,2,3,4-tetrahydroquinoline-7-carboxylate OC1=C2CCC(NC2=CC(=C1)C(=O)OC)=O